C(C)OC(C(C(CC)C)=O)=O 3-Methyl-2-oxopentanoic acid (+-)-ethyl ester